tri-nitro-m-phenylenediamine [N+](=O)([O-])NC1=CC(=CC=C1)N([N+](=O)[O-])[N+](=O)[O-]